C(CCCCCCCCC)N(C(CCCCCCCCC)=O)CCCCCCCCN(CCCCCO)CCCCCCCC(=O)N(CCCCCCCCCC)CCCCCCCCCC N-decyl-N-(8-((8-(didecylamino)-8-oxooctyl)(5-hydroxypentyl)amino)octyl)decanamide